(S)-1-(2-((1-((6-bromopyridin-2-yl)amino)-1-oxoprop-2-yl)amino)-2-oxoethyl)-1H-indazole-3-carboxamide BrC1=CC=CC(=N1)NC([C@H](C)NC(CN1N=C(C2=CC=CC=C12)C(=O)N)=O)=O